2-[1-[2-(4,4-Dimethyl-1-piperidyl)-6-methyl-4-oxo-chromen-8-yl]ethylamino]-5-fluoro-benzoic acid CC1(CCN(CC1)C=1OC2=C(C=C(C=C2C(C1)=O)C)C(C)NC1=C(C(=O)O)C=C(C=C1)F)C